2'-deoxy-2'-fluorouridine-5'-monophosphate P(=O)(O)(O)OC[C@@H]1[C@H]([C@H]([C@@H](O1)N1C(=O)NC(=O)C=C1)F)O